ClC1=C(C=CC(=C1)C(F)(F)F)NC(CN1C=2N(C(C=C1CC)=O)N=C(N2)C2=CCC(CC2)(C)OC)=O N-(2-chloro-4-(trifluoromethyl)phenyl)-2-(5-ethyl-2-(4-methoxy-4-methylcyclohex-1-en-1-yl)-7-oxo-[1,2,4]triazolo[1,5-a]pyrimidin-4(7H)-yl)acetamide